CN(C=1C=C2CC(NC2=CC1)=O)C 5-(dimethylamino)indolin-2-one